C1N(CCC2=CC=CC=C12)C[C@H](CN1C(C2=CC=C(C=C2CC1)N1C[C@H](OCC1)C)=O)O 2-[(2R)-3-(3,4-dihydro-1H-isoquinolin-2-yl)-2-hydroxy-propyl]-6-[(2R)-2-methylmorpholin-4-yl]-3,4-dihydroisoquinolin-1-one